ClC1=CC=C(C=C1)C(C(N1CCC2=CC=C(C=C12)OC(F)(F)F)=O)NC=1C=C(C=C(C1)OC)CCCCC(=O)OCC ethyl 5-(3-((1-(4-chlorophenyl)-2-oxo-2-(6-(trifluoromethoxy)indolin-1-yl)ethyl)amino)-5-methoxyphenyl)pentanoate